OC1=C2C=CC(NC2=NC=C1)=O 5-hydroxy-1H-1,8-naphthyridin-2-one